N-[6-(6,7-Dimethoxyquinolin-4-yl)oxy-5-fluoropyridin-3-yl]-5-(4-fluorophenyl)-1-(1-methylpyrazol-3-yl)-4-oxopyridine-3-carboxamide COC=1C=C2C(=CC=NC2=CC1OC)OC1=C(C=C(C=N1)NC(=O)C1=CN(C=C(C1=O)C1=CC=C(C=C1)F)C1=NN(C=C1)C)F